2-(1H-pyrazol-4-yl)-4-[2-[6-(trifluoromethyl)imidazo[1,2-a]pyridin-3-yl]pyrimidin-4-yl]morpholine N1N=CC(=C1)C1CN(CCO1)C1=NC(=NC=C1)C1=CN=C2N1C=C(C=C2)C(F)(F)F